FC1=CC(=C(C=C1C(F)(F)F)O)C1=C2C(=C(N=N1)N[C@H]1C[C@H](CCC1)O)C=NC=C2 4-fluoro-2-[4-[[(1r,3s)-3-hydroxycyclohexyl]amino]pyrido[3,4-d]pyridazin-1-yl]-5-(trifluoromethyl)phenol